(3R)-3-[(methylsulfonyl)oxy]-2-pyrrolidone CS(=O)(=O)O[C@H]1C(NCC1)=O